C(C)S(=O)(=O)C=1C(=NC=CC1)C=1C=C2C=CCN(C2=CN1)CC(C(F)(F)F)(F)F 6-(3-ethylsulfonyl-2-pyridyl)-1-(2,2,3,3,3-pentafluoropropyl)-1,7-naphthyridin